methyl 6-chloro-5-cyclopropyl-3-[[5-methyl-1-(2,2,2-trifluoroethyl)pyrazol-4-yl]amino]pyrazine-2-carboxylate ClC1=C(N=C(C(=N1)C(=O)OC)NC=1C=NN(C1C)CC(F)(F)F)C1CC1